C1(CC1)NC(C(C)(C)C1=CC(=CC=C1)C1=NN(C(C2=CC=CC=C12)=O)C1=C(C=C(C=C1)F)F)=O N-Cyclopropyl-2-(3-(3-(2,4-difluorophenyl)-4-oxo-3,4-dihydrophthalazin-1-yl)phenyl)-2-methyl-Propanamide